C(C)(C)(C)OC(=O)N[C@H](C(=O)OC)CI methyl (R)-2-t-butoxycarbonylamino-3-iodopropionate